(3R)-cyclopentyl-3-[4-(7-[[2-(trimethylsilyl)ethoxy]methyl]-7H-pyrrolo[2,3-d]pyrimidin-4-yl)-1H-pyrazol-1-yl]propanenitrile C1(CCCC1)C(C#N)CN1N=CC(=C1)C=1C2=C(N=CN1)N(C=C2)COCC[Si](C)(C)C